C1(=C(O)C(=CC(CC=C)=C1)CC(=O)O)OC.C(C)(=O)O.C=1(C(O)=CC=C(C=CC)C1)OC isoeugenol acetate (Eugenolacetate)